C(C)N(C=1SC(=C(N1)C1=CC=C(C=C1)F)C#N)C1=CC=2C(=NC1CC)C(=NC2N2CCNCC2)C 2-(ethyl(2-ethyl-7-methyl-5-(piperazin-1-yl)-2H-pyrrolo[4,3-b]pyridin-3-yl)amino)-4-(4-fluorophenyl)thiazole-5-carbonitrile